N([C@@H]([C@H](O)C)C(=O)O)([2H])[2H] [2H2]-L-threonine